C1([C@H](O)[C@@H](O)[C@H](O)[C@H](O1)CO)C1=C(C=2C(C3=CC(=C(C=C3OC2C=C1O)O)O)=O)O d-glucopyranosyl-1,3,6,7-tetrahydroxyxanthone